3-(isoindolin-2-yl)-1-(1,2,3,4-tetrahydroquinolin-7-yl)-propan-1-one C1N(CC2=CC=CC=C12)CCC(=O)C1=CC=C2CCCNC2=C1